2-hydroxy-2-Methyl-1-phenyl-propane-1-one OC(C(=O)C1=CC=CC=C1)(C)C